N-(1-cyanopyrrolidin-3-yl)-4-isopropylbenzenesulfonamide C(#N)N1CC(CC1)NS(=O)(=O)C1=CC=C(C=C1)C(C)C